(6aR,10aR)-3-[(1S,2R)-1,2-dimethylheptyl]-6a,7,10,10a-tetrahydro-6,6,9-trimethyl-6H-dibenzo[b,d]pyran-1-ol C[C@@H]([C@@H](CCCCC)C)C=1C=C(C2=C(OC([C@H]3[C@H]2CC(=CC3)C)(C)C)C1)O